3,5-dibromo-4-ethyl-N-methylpyridin-2-amine BrC=1C(=NC=C(C1CC)Br)NC